CN(C)CC1=CC=C(C=C1)S(=O)(=O)NC(CC1=C(C=C(C=C1C(C)C)C1=CC=C2C=CN=CC2=C1)C(C)C)=O N-{4-[(dimethylamino)methyl]benzene-sulfonyl}-2-[4-(isoquinolin-7-yl)-2,6-bis(propan-2-yl)phenyl]acetamide